(2S,4R)-4-methyl-5-oxopyrrolidin C[C@@H]1CCNC1=O